3-Chloro-1,3-propandiol ClC(CCO)O